The molecule is a 1,2-diacyl-sn-glycerol 3-phosphate in which the phosphatidyl acyl groups at postions 1 and 2 are specified as heptadecanoyl and stearoyl respectively. It is a 1,2-diacyl-sn-glycerol 3-phosphate and an octadecanoic acid. It derives from a heptadecanoic acid. It is a conjugate acid of a 1-heptadecanoyl-2-stearoyl-sn-glycero-3-phosphate(2-). CCCCCCCCCCCCCCCCCC(=O)O[C@H](COC(=O)CCCCCCCCCCCCCCCC)COP(=O)(O)O